Cl.CNC(=O)C1=NC=C(C=C1)O[C@@H]1[C@H](NC1)C N-methyl-5-{[(2r,3s)-2-methylazetidin-3-yl]oxy}pyridine-2-carboxamide hydrochloride